methyl 2-(1-((S)-1-(3-chloro-5-fluoro-2-((4-methoxyphenoxy)methyl)phenyl)ethyl)-3-ethylureido)propanoate ClC=1C(=C(C=C(C1)F)[C@H](C)N(C(=O)NCC)C(C(=O)OC)C)COC1=CC=C(C=C1)OC